4',5,7-trihydroxydihydroflavone OC1=CC=C(C2OC3=CC(=CC(=C3C(C2)=O)O)O)C=C1